3-fluoro-N-(6-fluoropyridin-2-yl)-N-(4-methoxybenzyl)-4-methylpyridine-2-sulfonamide FC=1C(=NC=CC1C)S(=O)(=O)N(CC1=CC=C(C=C1)OC)C1=NC(=CC=C1)F